4-[2-(6-methylpyridin-2-yl)-5,6-dihydro-4H-pyrrolo[1,2-b]pyrazol-3-yl]quinoline-6-carboxamide CC1=CC=CC(=N1)C=1C(=C2N(N1)CCC2)C2=CC=NC1=CC=C(C=C21)C(=O)N